3-(4-Methoxy-benzyl)-pentane-2,4-dione COC1=CC=C(CC(C(C)=O)C(C)=O)C=C1